(S)-(1-(2-fluoro-4-(4-methylthiazol-5-yl)phenyl)ethyl)carbamic acid tert-butyl ester C(C)(C)(C)OC(N[C@@H](C)C1=C(C=C(C=C1)C1=C(N=CS1)C)F)=O